2-(4-(3-(tert-butyl)-1,2,4-oxadiazol-5-yl)piperazin-1-yl)-7-methyl-8-nitro-6-(trifluoromethyl)-4H-benzo[e][1,3]thiazin-4-one C(C)(C)(C)C1=NOC(=N1)N1CCN(CC1)C=1SC2=C(C(N1)=O)C=C(C(=C2[N+](=O)[O-])C)C(F)(F)F